4-methyl-1-(4-(methylsulfonyl)phenyl)-6-oxo-1,6-dihydropyridazine-3-carboxamide CC=1C(=NN(C(C1)=O)C1=CC=C(C=C1)S(=O)(=O)C)C(=O)N